ClC=1C=C(CNC2=NC(=NC3=CC=C(C=C23)C2=CN(C(C=C2)=O)C)C=2C=NN(C2)CCC#N)C=CC1 3-(4-(4-((3-chlorobenzyl)amino)-6-(1-methyl-6-oxo-1,6-dihydropyridin-3-yl)quinazolin-2-yl)-1H-pyrazol-1-yl)propionitrile